C(OC1=C(C=C(C(=C1)C#CC1=CC=CC=C1)CCC)OC)(OC1=C(C=C(C(=C1)C#CC1=CC=CC=C1)CCC)OC)=O Bis(2-methoxy-5-(phenylethynyl)-4-propylphenyl) carbonate